C(N)(=N)N1[C@@H](CCC1)C(=O)N[C@H](CC1CCCCC1)C(=O)N[C@@H](CC1=CNC2=CC=CC=C12)C(=O)N[C@@H](CCCNC(N)=N)C(=O)O guanyl-L-prolyl-3-cyclohexyl-D-alanyl-L-tryptophanyl-L-arginine